(S)-1'-((R)-3-amino-2-hydroxypropan-oyl)-5,6-dichlorospiro[indoline-3,3'-pyrrolidin]-2-one NC[C@H](C(=O)N1C[C@@]2(CC1)C(NC1=CC(=C(C=C12)Cl)Cl)=O)O